tert-butyl (4-styrylthiazol-2-yl)carbamate C(=CC1=CC=CC=C1)C=1N=C(SC1)NC(OC(C)(C)C)=O